N-(1-(3,4-dichlorophenyl)-2-(dimethylamino)ethyl)-3-nitro-4-(trifluoromethoxy)benzamide ClC=1C=C(C=CC1Cl)C(CN(C)C)NC(C1=CC(=C(C=C1)OC(F)(F)F)[N+](=O)[O-])=O